4-[4-(1,3-dioxolan-2-yl)-piperidyl]Benzoic acid methyl ester COC(C1=CC=C(C=C1)N1CCC(CC1)C1OCCO1)=O